N-(6-amino-5-cyclopropyl-3-pyridyl)-2-[(2S,5R)-5-methyl-2-[4-(4-methylpiperazin-1-yl)phenyl]-4-(2-methylpropanoyl)piperazin-1-yl]-2-oxo-acetamide NC1=C(C=C(C=N1)NC(C(=O)N1[C@H](CN([C@@H](C1)C)C(C(C)C)=O)C1=CC=C(C=C1)N1CCN(CC1)C)=O)C1CC1